C(C1=CC=CC=C1)=CC(=CC(=O)C)C=CC1=CC=CC=C1 (dibenzylidene)Mesityl oxide